2-bromo-7,7-difluoro-6,7-dihydro-5H-pyrrolo[1,2-b][1,2,4]triazole BrC=1N=C2N(N1)CCC2(F)F